C(=CC)N1C[C@@H](CCC1)N1N=C(C=2C1=NC=NC2N)C2=CC=C(C1=C2OCO1)NC(C1=CC=C(C=C1)C(F)(F)F)=O (R)-N-(7-(1-(1-propenylpiperidin-3-yl)-4-amino-1H-pyrazolo[3,4-d]pyrimidin-3-yl)benzo[d][1,3]dioxol-4-yl)-4-trifluoromethylbenzamide